C1=C(C=CC2=CC=CC=C12)C1=CC=C(N)C=C1 4-(naphthalene-2-yl)-aniline